C(#N)CC1CCC(CC1)N1C(=NC=2C1=C1C(=NC2)NC=C1)\N=N\C=1C(=C(C(=O)O)C=CC1)O (E)-(1-(((1r,4r)-4-(cyanomethyl)cyclohexyl)-1,6-dihydroimidazo[4,5-d]pyrrolo[2,3-b]pyridin-2-yl)diazenyl)-2-hydroxybenzoic acid